(7R)-4-(5-methyl-1H-indazol-4-yl)-2-(2-(2-propenoyl)-2,6-diazaspiro[3.4]octan-6-yl)-7-(trifluoromethyl)-5,6,7,8-tetrahydro-3-quinoline-carbonitrile CC=1C(=C2C=NNC2=CC1)C1=C(C(=NC=2C[C@@H](CCC12)C(F)(F)F)N1CC2(CN(C2)C(C=C)=O)CC1)C#N